(R)-4-((8-(1-(2-chloroacetyl)piperidin-4-yl)-7-ethyl-5-methyl-6-oxo-5,6,7,8-tetrahydropteridin-2-yl)amino)-N-ethyl-3-methoxybenzamide ClCC(=O)N1CCC(CC1)N1[C@@H](C(N(C=2C=NC(=NC12)NC1=C(C=C(C(=O)NCC)C=C1)OC)C)=O)CC